N2,N5-bis(5-methylhexan-2-yl)pyridine-2,5-diamine CC(CCC(C)NC1=NC=C(C=C1)NC(C)CCC(C)C)C